C(#N)C=1C=CC2=C(N(C([C@H](CS2)NC(OC(C)(C)C)=O)=O)CC2=CC=C(C=C2)OC(F)(F)F)C1 tert-butyl N-[(3R)-7-cyano-4-oxo-5-[[4-(trifluoromethoxy)phenyl]methyl]-2,3-dihydro-1,5-benzothiazepin-3-yl]carbamate